NC=1C=CC(=C2CN(C(C12)=O)CC(=C)C1=NC=CC=C1)C1=CC=C2C=NN(C2=C1)C 7-amino-4-(1-methyl-1H-indazol-6-yl)-2-[2-(pyridin-2-yl)prop-2-en-1-yl]-2,3-dihydro-1H-isoindol-1-one